O=C1[C@@]2(C=3C(=NC=CC3)N1)CC=1C(=NC=C(C1)C(=O)O)C2 (6S)-2'-oxo-1',2',5,7-tetrahydrospiro[cyclopenta[b]pyridine-6,3'-pyrrolo[2,3-b]pyridine]-3-carboxylic acid